C(C)(=O)NC1(C(CCC(C1)CCB1OC(C(O1)(C)C)(C)C)NC(OCC1=CC=CC=C1)=O)C(NC(C)(C)C)=O benzyl (2-acetamido-2-(tert-butylcarbamoyl)-4-(2-(4,4,5,5-tetramethyl-1,3,2-dioxaborolan-2-yl)ethyl)cyclohexyl)carbamate